C1(=CC=CC=C1)N(C1=CC=C(C=C1)C1=C(NC(=C1)C1=CC=C(C=C1)N(C1=CC=CC=C1)C1=CC=CC=C1)\N=C\1/N=C(C=C1C1=CC=C(N(C2=CC=CC=C2)C2=CC=CC=C2)C=C1)C1=CC=C(N(C2=CC=CC=C2)C2=CC=CC=C2)C=C1)C1=CC=CC=C1 (Z)-4,4'-(2-((3,5-bis(4-(diphenylamino)phenyl)-1H-pyrrol-2-yl)imino)-2H-pyrrole-3,5-diyl)bis(N,N-diphenylaniline)